NC1=NC(=C(C=2N1C(N(N2)C[C@@H]2N(CCOC2)C)=O)C2=CC(=NC(=C2)C)C)C2=CC=CC=C2 5-amino-8-(2,6-dimethyl-4-pyridinyl)-2-[[(3S)-4-methylmorpholin-3-yl]methyl]-7-phenyl-[1,2,4]triazolo[4,3-c]pyrimidin-3-one